C(C1=CC=CC=C1)N1CCC(=CC1)P(=O)(C)C 1-benzyl-4-dimethylphosphoryl-3,6-dihydro-2H-pyridine